C(C1=CC=CC=C1)N1C=CC2=CC=C(C=C12)C1=NNC(=C1)NC(C1=C(C=C(C=C1)NC1CCN(CC1)C)OC)=O N-(3-(1-benzyl-1H-indol-6-yl)-1H-pyrazol-5-yl)-2-methoxy-4-((1-methylpiperidin-4-yl)amino)benzamide